C(C)[Si]1(O[Si](O[Si](O[Si](O1)(CC)CC)(CC)CC)(CC)CC)S[Si]1(O[Si](O[Si](O[Si](O1)(CC)CC)(CC)CC)(CC)CC)CC bis(2,4,4,6,6,8,8-heptaethylcyclotetrasiloxanyl) sulfide